CN(/C=C/C(=O)C1=C2CCO[C@H](C2=CC=C1)CN(C(OCCCC)=O)C)C (E)-r-Butyl ((5-(3-(dimethylamino)acryloyl)isochroman-1-yl)methyl)(methyl)carbamate